BrC1=NN(C(=N1)Br)CCO 2-(3,5-dibromo-1,2,4-triazol-1-yl)ethanol